NCC(=O)NC=1SC=C(N1)C1=CC(=CC=C1)N1CCC(CC1)O 2-amino-N-(4-(3-(4-hydroxypiperidin-1-yl)phenyl)thiazol-2-yl)acetamide